FC=1C=CC(=NC1)C1=NN2C(O[C@H](CC2)C)=C1C1=C2C(=NC=C1)NN=C2 (S)-2-(5-Fluoro-2-pyridyl)-5-methyl-3-(1H-pyrazolo[3,4-b]pyridin-4-yl)-6,7-dihydro-5H-pyrazolo[5,1-b][1,3]oxazine